5-(2-bromoacetyl)-6-chloro-1,3-dihydro-indole BrCC(=O)C=1C=C2CCNC2=CC1Cl